4-(((1R,5S)-2-oxo-3-oxabicyclo[3.1.0]hexan-1-yl)sulfonyl)benzonitrile O=C1[C@]2(C[C@H]2CO1)S(=O)(=O)C1=CC=C(C#N)C=C1